COC(=O)C1CC(C1)=CC(=O)OCC 3-(2-ethoxy-2-oxoethylidene)cyclobutane-1-carboxylic acid methyl ester